CC=1C=CC2=C(N(C(=N2)C=2C=CC(=NC2)N)[C@@H](C)C2=CC=C(C=C2)C)C1 (S)-5-(6-methyl-1-(1-(p-tolyl)ethyl)-1H-benzo[d]imidazol-2-yl)pyridin-2-amine